tert-butyl 4-(4-(methoxycarbonyl)-2-((phenylmethyl)sulfonamido)phenyl)piperidine-1-carboxylate COC(=O)C1=CC(=C(C=C1)C1CCN(CC1)C(=O)OC(C)(C)C)NS(=O)(=O)CC1=CC=CC=C1